N-(4-bromo-2,5-difluorophenyl)-7-chloroimidazo[1,2-b]pyridazine-3-sulfonamide BrC1=CC(=C(C=C1F)NS(=O)(=O)C1=CN=C2N1N=CC(=C2)Cl)F